1-(pyridin-2-yl)-1,3-dihydro-2H-benzo[d]imidazol-2-one N1=C(C=CC=C1)N1C(NC2=C1C=CC=C2)=O